1-(5-(4-chloro-3-(tetrahydro-1H-furo[3,4-c]pyrrol-5(3H)-yl)benzyl)octahydropyrrolo[3,4-c]pyrrole-2-carbonyl)-1H-pyrazole-3-carboxylic acid ClC1=C(C=C(CN2CC3C(C2)CN(C3)C(=O)N3N=C(C=C3)C(=O)O)C=C1)N1CC3C(C1)COC3